Cl.N1CCC(CC1)OOC([C@@H](N)C)=O L-alanine-(piperidin-4-yloxy) ester hydrochloride